N,N-diethyl-5-aminosulfonyl-4-chloro-2-[(2-furanylmethyl)amino]thiobenzamide C(C)N(C(C1=C(C=C(C(=C1)S(=O)(=O)N)Cl)NCC=1OC=CC1)=S)CC